N1(N([C@@H](CCC1)C(=O)[O-])C(=O)OC(C)(C)C)C(=O)OC(C)(C)C 1,2-di-tert-butyl (3S)-tetrahydropyridazine-1,2,3-tricarboxylate